(1-bromo-3-chloro-7,8-dihydro-6H-9-oxa-2-thia-4-azabenzo[cd]azulen-5-yl)carbamic acid tert-butyl ester C(C)(C)(C)OC(NC=1N=C(C=2SC(=C3OCCCC1C23)Br)Cl)=O